CC=1N=NC=C(C1[C@@H](C)OC=1C=C2C(=NN(C2=CC1OC)C1OCCCC1)I)C 5-[(1R)-1-(3,5-dimethylpyridazin-4-yl)ethoxy]-3-iodo-6-methoxy-1-tetrahydropyran-2-yl-indazole